NC1=C(C=C(C=N1)C=1C=C2N(N1)CCC21CN(CC1)C(=O)N[C@@H](C)C1=CC=NC=C1)C#N 2'-(6-amino-5-cyanopyridin-3-yl)-N-[(1S)-1-(pyridin-4-yl)ethyl]-5',6'-dihydrospiro[pyrrolidine-3,4'-pyrrolo[1,2-b]pyrazole]-1-carboxamide